N-(4-methoxybenzyl)methanesulfonamide COC1=CC=C(CNS(=O)(=O)C)C=C1